C(C1=CC=CC=C1)OC(=O)N1CCN(CC(C1)OC1=NC(=NC(=C1)C1=C(C=CC=C1C)C)NS(=O)(=O)C1=CC=CC(=N1)C(=O)O)CCC(C)(C)C 6-[[4-[[1-benzyloxycarbonyl-4-(3,3-dimethylbutyl)-1,4-diazepan-6-yl]oxy]-6-(2,6-dimethylphenyl)pyrimidin-2-yl]sulfamoyl]pyridine-2-carboxylic acid